NCC1([C@H]2CN(C[C@@H]12)C1=CN=C2C(=N1)NN=C2C2=C(C=C(C(=O)N)C=C2)Cl)C=2SC=C(N2)C 4-(6-((1R,5S,6r)-6-(aminomethyl)-6-(4-methylthiazol-2-yl)-3-azabicyclo[3.1.0]hexan-3-yl)-1H-pyrazolo[3,4-b]pyrazin-3-yl)-3-chlorobenzamide